C(C(=C)C)(=O)O.S1C(N=CC1)=O thiazolinone methacrylate